N-((S)-(7-((R)-Cyclopropyl(2-(3,3-difluorocyclobutyl)acetamido)methyl)imidazo[1,2-a]pyrimidin-2-yl)(4,4-difluorocyclohexyl)methyl)-2-(trifluoromethyl)cyclopropane-1-carboxamide C1(CC1)[C@H](C1=NC=2N(C=C1)C=C(N2)[C@@H](NC(=O)C2C(C2)C(F)(F)F)C2CCC(CC2)(F)F)NC(CC2CC(C2)(F)F)=O